(S)-2-((tert-Butoxycarbonyl)amino)-3-(4-nitrophenyl)propanoic acid C(C)(C)(C)OC(=O)N[C@H](C(=O)O)CC1=CC=C(C=C1)[N+](=O)[O-]